COC1=CC=C(C=C1)C1=C(NC=2N(C1=O)N=C(C2N2CCCCC2)C2=CC=CC=C2)C 6-(4-methoxyphenyl)-5-methyl-2-phenyl-3-(piperidin-1-yl)pyrazolo[1,5-a]Pyrimidin-7(4H)-one